C(C)(C)(C)OC(=O)N[C@H](C(=O)OC)CO[Si](C)(C)C(C)(C)C (S)-methyl 2-((tert-butoxycarbonyl)amino)-3-((tert-butyldimethylsilyl)oxy)propanoate